1-(2,5-dimethoxy-4-iodophenyl)butan-2-amine COC1=C(C=C(C(=C1)I)OC)CC(CC)N